C(#N)CC1(CNC1)N1N=C(C(=C1)NC(=O)C=1C=NN2C1N=CC=C2)C2=C(C=CC(=C2)SC)OC(F)F N-[1-[3-(cyanomethyl)azetidin-3-yl]-3-[2-(difluoromethoxy)-5-methylsulfanyl-phenyl]pyrazol-4-yl]pyrazolo[1,5-a]pyrimidine-3-carboxamide